O=C(CC=1C=[N+](C=CC1)[O-])N1CCCC1 3-(2-oxo-2-(pyrrolidin-1-yl)ethyl)pyridine 1-oxide